(S)-8-(difluoromethoxy)-6-(trifluoromethyl)-2',3'-dihydro-3H-spiro[imidazo[1,2-a]pyridine-2,1'-indene] FC(OC=1C=2N(C=C(C1)C(F)(F)F)C[C@@]1(CCC3=CC=CC=C13)N2)F